S1C(=NC2=C1C=CC=C2)NC(=O)C=2C=CC=C1CCN(CC21)C2=CC=C(C(=N2)C(=O)O)C2=C(C(=CC=C2)N(C2=CC=CC=C2)C)C 6-[8-(1,3-benzothiazol-2-ylcarbamoyl)-3,4-dihydroisoquinolin-2(1H)-yl]-3-{2-methyl-3-[methyl-(phenyl)amino]phenyl}pyridine-2-carboxylic acid